NC1=CC=C(C2=CC=CC=C12)OC1=CC=NC2=CC(=C(C=C12)C(=O)N)OC 4-((4-aminonaphthalen-1-yl)oxy)-7-methoxyquinoline-6-carboxamide